OC1=C(C=C(C=C1)O)CN(C=1C=CC(=C(C(=O)O)C1)O)CC1=C(C=CC=C1)O 5-[[(2,5-Dihydroxyphenyl)methyl][(2-hydroxyphenyl)methyl]amino]-2-hydroxy-benzoic acid